7-chloro-2-((2,4-difluorophenyl)amino)quinazolin-4(3H)-one ClC1=CC=C2C(NC(=NC2=C1)NC1=C(C=C(C=C1)F)F)=O